BrC1=CC=CC(=N1)C=1CCN(CC1)C(=O)C1CC1 (6-bromo-3',6'-dihydro-[2,4'-bipyridin]-1'(2'H)-yl)(cyclopropyl)methanone